(2-((3,5-dicyano-6-(dimethylamino)-4-ethylpyridin-2-yl)thio)-2-(4-((methylsulfonyl)oxy)phenyl)acetyl)phosphoramidic acid C(#N)C=1C(=NC(=C(C1CC)C#N)N(C)C)SC(C(=O)NP(O)(O)=O)C1=CC=C(C=C1)OS(=O)(=O)C